(S)-N-(2,2-difluoro-1-(6-(5-fluoro-3-(trifluoromethyl)pyridin-2-yl)-1-neopentyl-1H-indol-3-yl)ethyl)cyclopropanesulfonamide FC([C@H](C1=CN(C2=CC(=CC=C12)C1=NC=C(C=C1C(F)(F)F)F)CC(C)(C)C)NS(=O)(=O)C1CC1)F